N-(6-(2H-1,2,3-triazol-2-yl)-5-(trifluoromethyl)pyridin-3-yl)-2',3-dichloro-4'-fluoro-[1,1'-biphenyl]-4-carboxamide N=1N(N=CC1)C1=C(C=C(C=N1)NC(=O)C1=C(C=C(C=C1)C1=C(C=C(C=C1)F)Cl)Cl)C(F)(F)F